O(F)F oxygen Fluoride